CN1N=CC(=C1C1=CC=2N(C=C1)N=C(C2)NC(=O)C2CC2)OC[C@H]2N(CC2)C([2H])([2H])[2H] N-[5-[2-methyl-4-[[(2S)-1-(trideuteriomethyl)azetidin-2-yl]methoxy]pyrazol-3-yl]pyrazolo[1,5-a]pyridin-2-yl]cyclopropanecarboxamide